butenedioic acid, hydroxide C(C=CC(=O)O)(=O)O